C1(CCC1)C(C(=O)O)NC1=C(C=CC=C1)[N+](=O)[O-] 2-cyclobutyl-2-(2-nitroanilino)acetic acid